(4-iodo-6-methylpyridin-2-yl)-1,3-dihydrospiro[indene-2,4'-piperidine] IC1=CC(=NC(=C1)C)N1CCC2(CC1)CC1=CC=CC=C1C2